ClC=1C=CC(=C(C1)N1CC(N(CC1=O)C(C(=O)NC1=CC2=CN(N=C2C=C1)C)CC1CCCC1)=O)N1N=NC(=C1)Cl 2-(4-(5-chloro-2-(4-chloro-1H-1,2,3-triazol-1-yl)phenyl)-2,5-dioxopiperazin-1-yl)-3-cyclopentyl-N-(2-methyl-2H-indazol-5-yl)propanamide